OC1=CC(=C(C=C1)N)[N+](=O)[O-] 1-hydroxy-3-nitro-4-aminobenzene